(1-(4-((2,6-dioxopiperidin-3-yl) amino)-2-fluorophenyl)-4-hydroxyazepan-4-yl) acetate C(C)(=O)OC1(CCN(CCC1)C1=C(C=C(C=C1)NC1C(NC(CC1)=O)=O)F)O